NN1C(N(C(C=C1C(F)(F)Cl)=O)C=1C(=CC(=C(C(=O)OC(C(=O)O)(C)C)C1)Cl)F)=O 2-[(5-{3-amino-4-[chloro(difluoro)methyl]-2,6-dioxo-3,6-dihydropyrimidine-1(2H)-yl}-2-chloro-4-fluorobenzoyl)oxy]-2-methylpropanoic acid